enanthlactone C1(CCCCCCO1)=O